(R)-N-(4-(2-((2-(methoxymethyl)pyrrolidin-1-yl)amino)-2-oxoethyl)-1-phenyl-1H-imidazol-2-yl)-3-(1H-pyrazol-4-yl)benzamide COC[C@@H]1N(CCC1)NC(CC=1N=C(N(C1)C1=CC=CC=C1)NC(C1=CC(=CC=C1)C=1C=NNC1)=O)=O